ClC1=CC(=C(C=N1)C(=O)NNC(=O)C1CCN(CC1)C(=O)OCCCC)NC butyl 4-{N'-[6-chloro-4-(methylamino)pyridine-3-carbonyl]hydrazinecarbonyl}piperidine-1-carboxylate